2,2-dimethoxysilapentane COC([SiH3])(CCC)OC